C(C)S(=O)(=O)C=1C(=NC=C(C1)C)C1=NC=2N(C=C1)N=C(C2)C(F)(F)F 5-(3-(ethylsulfonyl)-5-methylpyridin-2-yl)-2-(trifluoromethyl)pyrazolo[1,5-a]pyrimidine